(S)-6-(5-bromo-1-((trans)-4-methoxycyclohexyl)-1H-benzo[d]imidazol-2-yl)piperidin-2-one BrC1=CC2=C(N(C(=N2)[C@@H]2CCCC(N2)=O)[C@@H]2CC[C@H](CC2)OC)C=C1